FC1=C(C=C(C=C1C(F)(F)F)C1=C(C=C(C=C1C)F)C)[C@H](CC(=O)O)NC(C(CC(C)C)N1C(C(=CC(=C1)CCN(C)C)F)=O)=O (3S)-3-(4,4'-difluoro-2',6'-dimethyl-5-(trifluoromethyl)-[1,1'-biphenyl]-3-yl)-3-(2-(5-(2-(dimethylamino)ethyl)-3-fluoro-2-oxopyridin-1(2H)-yl)-4-methylpentanamido)propanoic acid